ClC=1C(=C(C=CC1)[C@@H]1N(OCC1)C1=CC(=NC=N1)NC=1C(=CC(=C(C1)NC(C=C)=O)N1CCC(CC1)N1CCC(CC1)(F)F)OC)C N-(5-((6-((R)-3-(3-chloro-2-methylphenyl)isoxazolidine-2-yl)pyrimidine-4-yl)amino)-2-(4,4-difluoro-[1,4'-bipiperidine]-1'-yl)-4-methoxyphenyl)acrylamide